CNC(=O)C1=CC=C(C=N1)C=1C(CN(CC1)CC=1C=C2NC(C=3N(C2=CC1)N=C(C3)C)=O)C N,3'-dimethyl-1'-((2-methyl-4-oxo-4,5-dihydropyrazolo[1,5-a]quinoxalin-7-yl)methyl)-1',2',3',6'-tetrahydro-[3,4'-bipyridine]-6-carboxamide